isobutylsulfonyl-4-methylpiperidine C(C(C)C)S(=O)(=O)N1CCC(CC1)C